CN1N=C(C(=C1)S(=O)(=O)C1=CC=C(C=C1)CNC(=O)C=1C=CC=2N(C1)C=CN2)C(F)(F)F N-({4-[1-methyl-3-(trifluoromethyl)-1H-pyrazole-4-sulfonyl]phenyl}methyl)imidazo[1,2-a]pyridine-6-carboxamide